NC(CCN(NC([C@H](CC1CCCCC1)N(C(OC(C)(C)C)=O)C)=O)C(CCl)=O)=O tert-butyl N-[(1S)-2-[2-(3-amino-3-oxo-propyl)-2-(2-chloroacetyl)hydrazino]-1-(cyclohexylmethyl)-2-oxo-ethyl]-N-methyl-carbamate